(S)-2-(5-(2,5-dioxo-2,5-dihydro-1H-pyrrol-1-yl)pentanamido)-3-methylbutanamide O=C1N(C(C=C1)=O)CCCCC(=O)N[C@H](C(=O)N)C(C)C